ClC1C(C(=O)OCC2CO2)=CC=CC1(C(=O)OCC1CO1)Cl diglycidyl 2,3-dichloroisophthalate